N-[4-Chloro-2,2-dideuterio-7-(4-isopropylphenyl)-3H-benzofuran-5-yl]-1,1-diphenyl-methanimine ClC1=C(C=C(C2=C1CC(O2)([2H])[2H])C2=CC=C(C=C2)C(C)C)N=C(C2=CC=CC=C2)C2=CC=CC=C2